(2S)-2-({[(9H-fluoren-9-yl)methoxy]carbonyl}amino)-4-[(4-fluorophenyl)carbamoyl]butanoic acid C1=CC=CC=2C3=CC=CC=C3C(C12)COC(=O)N[C@H](C(=O)O)CCC(NC1=CC=C(C=C1)F)=O